2-amino-5-(7-bromo-1H-indole-3-carbonyl)benzonitrile NC1=C(C#N)C=C(C=C1)C(=O)C1=CNC2=C(C=CC=C12)Br